1,3-diphenyl-3-p-toluenesulfonyl-1-propanone C1(=CC=CC=C1)C(CC(S(=O)(=O)C1=CC=C(C)C=C1)C1=CC=CC=C1)=O